COC(CCN1C(C2=CC=C(C=C2CC1)Br)=O)=O 3-(6-bromo-1-oxo-3,4-dihydro-1H-isoquinolin-2-yl)-propionic acid methyl ester